N1C=CC2=CC=C(C=C12)N1N=C(C(=C1C)C(=O)N[C@H](C(C)C)C(=O)N[C@@H](CCC(=O)OCC)C(=O)OCC)C Diethyl (1-(1H-indol-6-yl)-3,5-dimethyl-1H-pyrazole-4-carbonyl)-D-valyl-L-glutamate